5-(2-(5-((1R,4R,7R)-7-amino-2-azabicyclo[2.2.1]heptane-2-carbonyl)-7-methoxy-1-methyl-1H-benzo[d]imidazol-2-yl)-1-(cyclopropylmethyl)-1H-indol-7-yl)picolinamide N[C@H]1[C@@H]2N(C[C@H]1CC2)C(=O)C2=CC1=C(N(C(=N1)C=1N(C3=C(C=CC=C3C1)C=1C=CC(=NC1)C(=O)N)CC1CC1)C)C(=C2)OC